(3R,5R,8R,9R,10S,13S,14S,17R)-3,13-dimethyl-17-((1R,2S)-2-((5-methyl-1H-tetrazol-1-yl)methyl)cyclopropyl)hexadecahydro-1H-cyclopenta[a]phenanthren-3-ol C[C@]1(CC[C@@H]2[C@H]3CC[C@@]4([C@H](CC[C@H]4[C@@H]3CC[C@@H]2C1)[C@@H]1[C@H](C1)CN1N=NN=C1C)C)O